2-(4-methoxyphenyl)oxirane COC1=CC=C(C=C1)C1OC1